(2R,3S)-3-((4-chloro-2-(6-chloro-3-methoxyquinolin-8-yl)-5-fluorobenzo[d]thiazol-6-yl) oxy)butan-2-yl (5-cyanopyridin-3-yl)carbamate C(#N)C=1C=C(C=NC1)NC(O[C@H](C)[C@H](C)OC1=CC2=C(N=C(S2)C=2C=C(C=C3C=C(C=NC23)OC)Cl)C(=C1F)Cl)=O